ClC=1SC2=C(C=NC(=C2)Cl)N1 2,6-Dichlorothiazolo[4,5-c]pyridine